FC1=C(C=CC(=C1)F)CN1N=C(C2=CC=CC=C12)C(=O)O 1-[(2,4-difluorophenyl)methyl]indazole-3-carboxylic acid